C1(=CC=CC=C1)P(=O)(C1=CC=CC=C1)N(N=NC)N(C)CCCN=[N+]=[N-] 3-(Diphenylphosphoryl)-4-(3-azidopropyl)-1,4-dimethyltetrazen